6-fluoro-4-[3-(1-methylpyrazol-4-yl)-7,8-dihydro-5H-1,6-naphthyridin-6-yl]quinazoline FC=1C=C2C(=NC=NC2=CC1)N1CC=2C=C(C=NC2CC1)C=1C=NN(C1)C